COC(=O)C1=CC2=C(N=C(S2)Br)C(=C1)C1CC1.COC1=CC=C(C=C1)C1CCC(N1)=O 5-(4-Methoxyphenyl)pyrrolidin-2-one methyl-2-bromo-4-cyclopropyl-1,3-benzothiazole-6-carboxylate